gallium arsenate [As]([O-])([O-])([O-])=O.[Ga+3]